ClC=1C=C2C(=NC1C)C=CO2 6-chloro-5-methylfuro[3,2-b]pyridine